bis(6-(decanoyloxy)hexyl) 2-hydroxysuccinate OC(C(=O)OCCCCCCOC(CCCCCCCCC)=O)CC(=O)OCCCCCCOC(CCCCCCCCC)=O